C(#N)[C@@H](C[C@@H]1C(NCC1)=O)C1(N(CCC2=CC=CC=C12)C(=O)C=1NC2=CC=CC(=C2C1)OC)C(=O)N ((S)-1-cyano-2-[(3S)-2-oxopyrrolidin-3-yl]ethyl)-2-(4-methoxy-1H-indole-2-carbonyl)-3,4-dihydro-1H-isoquinoline-1-carboxamide